C(C)(C)(C)OC(=O)N1CC=CCC1 2,5-dihydropyridine-1-carboxylic acid tert-butyl ester